2-trifluoromethyl-4,6-dichloropyrimidine FC(C1=NC(=CC(=N1)Cl)Cl)(F)F